C(=O)(O)C=1C=C(OC2=CC=C(C=C2)C(C(F)(F)F)C(F)(F)F)C=CC1C(=O)O (4-(3,4-dicarboxyphenoxy)phenyl)hexafluoropropane